C1(CC1)C=1N=C2N(C=C(C=C2)C(C)N2N=NC(=C2)C(=O)O)C1 1-(1-(2-cyclopropylimidazo[1,2-a]pyridin-6-yl)ethyl)-1H-1,2,3-triazole-4-carboxylic acid